C(C)OP(O)(=O)C1=C(C=CC=C1)C(C1=C(C=C(C=C1C)C)C)=O 2,4,6-trimethylbenzoyl-phenyl-phosphonic acid ethyl ester